FCCCNCCOC=1C=NC=C(C1C)[C@H]1N([C@@H](CC2=C1NC1=CC=CC=C21)C)CC(F)(F)F 3-fluoro-N-(2-((4-methyl-5-((1R,3R)-3-methyl-2-(2,2,2-trifluoroethyl)-2,3,4,9-tetrahydro-1H-pyrido[3,4-b]indol-1-yl)pyridin-3-yl)oxy)ethyl)propan-1-amine